(±)-3-(6-Methoxypyridin-3-yl)-3-(1-(4-(5,6,7,8-tetrahydro-1,8-naphthyridin-2-yl)butyl)-1H-pyrazol-4-yl)propanoic acid COC1=CC=C(C=N1)[C@@H](CC(=O)O)C=1C=NN(C1)CCCCC1=NC=2NCCCC2C=C1 |r|